(S)-methyl 3-(4-(4-(benzyloxy)naphth-1-yl)phenyl)-3-((tert-butoxycarbonyl)(2-((2-methoxyethyl)amino)ethyl)amino)propanoate C(C1=CC=CC=C1)OC1=CC=C(C2=CC=CC=C12)C1=CC=C(C=C1)[C@H](CC(=O)OC)N(CCNCCOC)C(=O)OC(C)(C)C